N-1,2,4-thiadiazol-5-yl-2-(trifluoromethyl)-benzamide S1N=CN=C1NC(C1=C(C=CC=C1)C(F)(F)F)=O